tert-butyl (3R)-3-[(2-bromothieno[3,2-c]pyridin-4-yl)-[2-fluoro-4-(triazolo[4,5-b]pyridin-3-yl)benzoyl]amino]piperidine-1-carboxylate BrC1=CC=2C(=NC=CC2S1)N([C@H]1CN(CCC1)C(=O)OC(C)(C)C)C(C1=C(C=C(C=C1)N1N=NC=2C1=NC=CC2)F)=O